1,16-dihydroxyhexadecan-6-one OCCCCCC(CCCCCCCCCCO)=O